Cyclopentyl-(3-{[2-(4-isopropylphenyl)imidazo[1,2-a]pyridin-3-yl]methyl}-3,6-diazabicyclo[3.1.1]hept-6-yl)methanone C1(CCCC1)C(=O)N1C2CN(CC1C2)CC2=C(N=C1N2C=CC=C1)C1=CC=C(C=C1)C(C)C